COC(COC(C)=O)C 2-Methoxypropylacetat